C[C@@H]1N(CCC2=CC=C(C=C12)B1OC(C(O1)(C)C)(C)C)C(=O)C1=CC=CC=C1 [(1S)-1-methyl-7-(4,4,5,5-tetramethyl-1,3,2-dioxaborolan-2-yl)-3,4-dihydro-1H-isoquinolin-2-yl]-phenyl-methanone